(4AR,7aS)-octahydrocyclopenta[b][1,4]oxazine HCl Cl.O1[C@@H]2[C@H](NCC1)CCC2